CC1(C=2N=CN([C@H]3C[C@H](O)[C@@H](CO)O3)C2N=C(N1)N)O 6-Methyldeoxyguanosine